N5-(2-(2-(2-(4-(2-(2-((6-(((S)-3-(3,4-dihydroisoquinolin-2(1H)-yl)-2-hydroxypropyl)carbamoyl)pyrimidin-4-yl)amino)acetamido)ethyl)piperazin-1-yl)-2-oxoethoxy)ethoxy)ethyl)glutarimide C1N(CCC2=CC=CC=C12)C[C@H](CNC(=O)C1=CC(=NC=N1)NCC(=O)NCCN1CCN(CC1)C(COCCOCCN1C(CCCC1=O)=O)=O)O